FC(N1N=CC(=C1)C1=CC=C2C(=CC=NC2=C1)OC1=CC=C(C=C1)[N+](=O)[O-])F 7-(1-(difluoromethyl)-1H-pyrazol-4-yl)-4-(4-nitrophenoxy)quinoline